(2S)-2-{[2-Methoxyethyl-(methyl)carbamoyl]amino}-2-(4-methylcyclohexyl)-N-(2-oxospiro[1H-pyrrolo[3,2-c]pyridine-3,4'-oxane]-6-yl)acetamide COCCN(C(=O)N[C@H](C(=O)NC1=CC2=C(C=N1)C1(CCOCC1)C(N2)=O)C2CCC(CC2)C)C